BrC=1N(C=C(N1)CN1C(N=C(C2=CC=C(C=C12)C(F)(F)F)O)=O)COCC[Si](C)(C)C 1-((2-bromo-1-((2-(trimethylsilyl)ethoxy)methyl)-1H-imidazol-4-yl)methyl)-4-hydroxy-7-(trifluoromethyl)quinazolin-2(1H)-one